ClCCCCN1N=CC=C(C1=O)C1=COC=C1 2-(4-chlorobutyl)-4-(furan-3-yl)-2,3-dihydropyridazin-3-one